COC1=C(C=CC=C1)SCC(=O)C1=CC=C(C=C1)C1=NOC(=N1)C(F)(F)F 2-((2-methoxyphenyl)thio)-1-(4-(5-(trifluoromethyl)-1,2,4-oxadiazol-3-yl)phenyl)ethan-1-one